4-Fluoro-N'-((3-methyl-2-(trifluoromethyl)-6,7-dihydro-5H-cyclopenta[b]pyridin-4-yl)carbamoyl)-1-phenyl-1H-pyrazole-3-sulfonimidamide FC=1C(=NN(C1)C1=CC=CC=C1)S(=O)(N)=NC(NC1=C2C(=NC(=C1C)C(F)(F)F)CCC2)=O